(R)-N-[(1R)-1-[(2S)-3,4-dihydro-2H-pyran-2-yl]ethyl]-2-methyl-propane-2-sulfinamide O1[C@@H](CCC=C1)[C@@H](C)N[S@](=O)C(C)(C)C